C(C)(C)(C)OC(=O)N1CC=2N=C(N=C(C2C1)N1C[C@@H](N(CC1)C(=O)OCC1=CC=CC=C1)CC#N)Cl (S)-4-(4-((benzyloxy)carbonyl)-3-(cyanomethyl)piperazin-1-yl)-2-chloro-5,7-dihydro-6H-pyrrolo[3,4-d]pyrimidine-6-carboxylic acid tert-butyl ester